ClC1=NC=2N(C(=C1C=1C=NC=CC1)Cl)N=C(C2C2=CCCCC2)C2=CC=CC=C2 5,7-dichloro-3-(cyclohex-1-en-1-yl)-2-phenyl-6-(pyridin-3-yl)pyrazolo[1,5-a]Pyrimidine